hafnium-zinc oxide [O-2].[Zn+2].[Hf+4].[O-2].[O-2]